N(=C=O)C(C)(C)C1=CC(=CC=C1)C(C)(C)N=C=O 1,3-bis(isocyanato-1-methylethyl)benzene